N1=CC=CC(=C1)C1N(C)CCC1 Syn-Nicotine